CC1=C(OC=2C(=CC(N(C2)C)=O)C=2C3=C(C(N(C2)C)=O)NC(=C3)C=3NC(=CN3)C(F)(F)F)C(=CC=C1)C 4-(5-(2,6-dimethylphenoxy)-1-methyl-2-oxo-1,2-dihydropyridin-4-yl)-6-methyl-2-(5-(trifluoromethyl)-1H-imidazol-2-yl)-1,6-dihydro-7H-pyrrolo[2,3-c]pyridin-7-one